Pyridylthioacetic acid C1=CC=NC(=C1)CC(=O)S